4-(2-chloro-4-fluorophenoxy)-8-methyl-5h,6h,7h,8h-pyrido[3,4-d]pyrimidine ClC1=C(OC=2C3=C(N=CN2)C(NCC3)C)C=CC(=C1)F